(S)-6-(1-(7-acryloyl-7-azaspiro[3.5]nonan-2-yl)-5-methyl-1H-pyrazol-4-yl)-4-(1-(5-fluoropyridin-2-yl)-2-hydroxyethoxy)pyrazolo[1,5-a]pyridine-3-carbonitrile C(C=C)(=O)N1CCC2(CC(C2)N2N=CC(=C2C)C=2C=C(C=3N(C2)N=CC3C#N)O[C@H](CO)C3=NC=C(C=C3)F)CC1